BrC=1C=C(C(=NC1)C=1C=C(SC1C)C(=O)O)OCC1=CC(=CC(=C1)F)F 4-{5-bromo-3-[(3,5-difluorophenyl)methoxy]pyridin-2-yl}-5-methylthiophene-2-carboxylic acid